1-(acetamido)-5-trifluoromethoxyindole C(C)(=O)NN1C=CC2=CC(=CC=C12)OC(F)(F)F